(S)-N-(8'-(3-hydroxypyrrolidin-1-yl)-4'H-spiro[cyclopropane-1,5'-naphtho[2,1-d]isoxazol]-3'-yl)-3-methoxypyridine-2-sulfonamide O[C@@H]1CN(CC1)C1=CC=C2C3(CC=4C(=NOC4C2=C1)NS(=O)(=O)C1=NC=CC=C1OC)CC3